CN(CCC1=CNC2=CC=CC(=C12)OC(=O)N[C@@H]([C@@H](C)CC)C(=O)OC)C methyl (((3-(2-(dimethylamino)ethyl)-1H-indol-4-yl)oxy)carbonyl)-L-isoleucinate